CC(C)(C(CCCCCC)C)C=1C=C(C=C(C1)O)O 5-(2,3-Dimethylnonan-2-yl)benzene-1,3-diol